P(=O)([O-])OP(=O)[O-].N1CCCCCC1.[Na+].[Na+] disodium azacycloheptane diphosphonate